COC(C1=CC(=C(C=C1)N1CCNCC1)Cl)=O 3-Chloro-4-(piperazin-1-yl)benzoic acid methyl ester